C(C)(C)(C)C1=C(C(=C(C(=C1[2H])[2H])NC=1C=C(C2=C(C(=C(O2)[2H])[2H])C1[2H])[2H])[2H])[2H] N-(4-tert-butylphenyl-2,3,5,6-d4)benzofuran-2,3,4,7-d4-5-amine